6-amino-4-chloro-3-cyclopropyl-1,6-dihydropyrimidin-2-one NC1C=C(N(C(N1)=O)C1CC1)Cl